5-tert-butoxy-3-(6-chloropyrimidin-4-yl)-1H-indazole C(C)(C)(C)OC=1C=C2C(=NNC2=CC1)C1=NC=NC(=C1)Cl